BrC=1C=CC2=C(C(CO2)(C(=O)O)C)C1 5-bromo-3-methyl-2,3-dihydrobenzofuran-3-carboxylic acid